3,8-difluoro-7-((5-fluoro-3',6'-dihydro-[2,4'-bipyridin]-1'(2'H)-yl)methyl)pyrrolo[1,2-a]quinoxalin-4(5H)-one FC=1C=CN2C1C(NC1=CC(=C(C=C21)F)CN2CCC(=CC2)C2=NC=C(C=C2)F)=O